dimethoxy-2'-hydroxyacetophenone COC(C(=O)C1=C(C=CC=C1)O)OC